OCC(C=O)(C)C 3-hydroxy-2,2-dimethyl-propanal